C(C)(C)(C)OC(=O)C1CCN(CC1)CC1CCN(CC1)C1=C(C=C(C=C1)[N+](=O)[O-])F.CC(C(C)=O)C1=CC=CC=C1 methyl-phenylpropanone tert-butyl-1-((1-(2-fluoro-4-nitrophenyl)piperidin-4-yl)methyl)piperidine-4-carboxylate